tert-Butyl 3-(prop-1-yn-1-yl)azetidine-1-carboxylate C(#CC)C1CN(C1)C(=O)OC(C)(C)C